ClC1=C(C=C(C=C1)N1N=C(N=C1CNC(=O)NCC1=NC=NN1C=1C=C2C=CN=CC2=CC1)C)F 1-{[1-(4-chloro-3-fluorophenyl)-3-methyl-1H-1,2,4-triazol-5-yl]methyl}-3-{[1-(isoquinolin-6-yl)-1H-1,2,4-triazol-5-yl]methyl}urea